The molecule is a member of the class of triazoles that is 1-phenyl-1H-1,2,4-triazole substituted by 2-hydroxyphenyl groups at positions 3 and 5. It is a member of triazoles and a member of phenols. It derives from a hydride of a 1-phenyl-1H-1,2,4-triazole. C1=CC=C(C=C1)N2C(=NC(=N2)C3=CC=CC=C3O)C4=CC=CC=C4O